C(#N)C=1C=CC(=C(C(=O)NC2=CC=3N(C=C2)N=CC3)C1)S(=O)(=O)C 5-cyano-2-(methylsulfonyl)-N-(pyrazolo[1,5-a]pyridin-5-yl)benzamide